2,2'-(2-fluoro-1,3-phenylene)bis(4,4,5,5-tetramethyl-1,3,2-dioxaborolane) FC1=C(C=CC=C1B1OC(C(O1)(C)C)(C)C)B1OC(C(O1)(C)C)(C)C